Methyl 4-[4-[[(3S)-1-[7-amino-2-(2-furyl)-[1,2,4]triazolo[1,5-a][1,3,5]triazin-5-yl]-3-piperidyl]methyl]piperazin-1-yl]-2-methyl-benzoate NC1=NC(=NC=2N1N=C(N2)C=2OC=CC2)N2C[C@@H](CCC2)CN2CCN(CC2)C2=CC(=C(C(=O)OC)C=C2)C